N1(CCCCCC1)C1=NC=C(C=C1C(=O)NC1=C(C=CC(=C1)S(N)(=O)=O)O)C(F)(F)F 2-(azepan-1-yl)-N-(2-hydroxy-5-sulfamoyl-phenyl)-5-(trifluoro-methyl)pyridine-3-carboxamide